7-(4-((2-(2-aminoethoxy)ethyl)carbamoyl)-2,6-dimethylphenyl)-3-(3-(naphthalen-1-yloxy)propyl)pyrazolo[1,5-a]pyridine-2-carboxylic acid hydrochloride Cl.NCCOCCNC(=O)C1=CC(=C(C(=C1)C)C1=CC=CC=2N1N=C(C2CCCOC2=CC=CC1=CC=CC=C21)C(=O)O)C